(3-(trifluoromethyl)-5H-imidazo[2,1-a]isoindol-7-yl)methanol FC(C1=CN=C2N1CC1=CC(=CC=C21)CO)(F)F